C(#N)C1=CC=C(C=C1)N1CCN(CC1)C=1N=C2N(C(C1C)=O)C=C(C=C2[C@@H](C)NC2=C(C(=O)O)C=CC=C2)C (R)-2-((1-(2-(4-(4-cyanophenyl)piperazin-1-yl)-3,7-dimethyl-4-oxo-4H-pyrido[1,2-a]pyrimidin-9-yl)ethyl)amino)benzoic acid